C(C1=CC=CC=C1)N(C[C@H]1OC1)CC1(CC1)O (R)-1-((benzyl(oxiran-2-ylmethyl)amino)methyl)cyclopropan-1-ol